FC=1C=C(C=CC1N1CCC(CC1)C(F)(F)F)NC1CCC(CC1)NC(OC(C)(C)C)=O tert-butyl (4-((3-fluoro-4-(4-(trifluoromethyl)piperidin-1-yl)phenyl)amino)cyclohexyl)carbamate